tert-butyl ((1R)-1-(4-(4-methylthiazol-5-yl)phenyl)-2-(2-(2-(2-((tetrahydro-2H-pyran-2-yl)oxy)ethoxy)ethoxy)ethoxy)ethyl)carbamate CC=1N=CSC1C1=CC=C(C=C1)[C@H](COCCOCCOCCOC1OCCCC1)NC(OC(C)(C)C)=O